1-(3-methoxy-5-(trifluoromethyl)pyridin-2-yl)-N-methylethan-1-amine COC=1C(=NC=C(C1)C(F)(F)F)C(C)NC